ClC1=C(C=O)C(=C(C=C1OC)OC)Cl 2,6-dichloro-3,5-dimethoxybenzaldehyde